ClC1=C(C(=O)O\N=C(/C)\C2=CC(=CC=C2)[N+](=O)[O-])C(=CC=C1)SC1=NC(=CC(=N1)OC)OC (E)-1-(3-nitrophenyl)ethan-1-one O-(2-chloro-6-((4,6-dimethoxypyrimidin-2-yl)thio)benzoyl) oxime